C(CCC)(=O)O.C1=CC=CC=C1C(=O)OO perbenzoic acid butyrate